tert-butyl 6-bromo-1-phenyl-1,3-dihydroisoindole-2-carboxylate BrC1=CC=C2CN(C(C2=C1)C1=CC=CC=C1)C(=O)OC(C)(C)C